C(CCCC)[C@@H]1[C@@H](CCC1)O |r| (+-)-CIS-2-PENTYL-1-CYCLOPENTANOL